methyl 3-(benzylthio)-4-methoxybenzoate C(C1=CC=CC=C1)SC=1C=C(C(=O)OC)C=CC1OC